C(C)(C)(C)[S@@](=O)N=CC1(CC1)NC(OC(C)(C)C)=O |r| tert-butyl (RS)-(1-(((tert-butylsulfinyl)imino)methyl)cyclopropyl)carbamate